C(C)(C)(C)OC(=O)N1CC(N(C(C1)C)C1=CC2=C(N=C(N=C2)S(=O)(=O)C)N(C1=O)C)C 3,5-dimethyl-4-(8-methyl-2-methylsulfonyl-7-oxo-pyrido[2,3-d]pyrimidin-6-yl)piperazine-1-carboxylic acid tert-butyl ester